FC1=C(C=CC(=C1)F)S(=O)(=O)NC=1C=C(C=NC1N(C)C)C=1C=C2C(=NC=NC2=CC1)N1CCNCC1 4-(6-(5-((2,4-difluorophenyl)sulfonamido)-6-(dimethylamino)pyridin-3-yl)quinazolin-4-yl)piperazine